COC1=CC=2N=CN=C(C2N=C1N)C=1C=NN(C1C1=CC=CC=C1)C 7-methoxy-4-(1-methyl-5-phenyl-1H-pyrazol-4-yl)pyrido[3,2-d]pyrimidin-6-amine